C(C)(=O)ON=C(C=CC1=CC=C(C=C1)OC)C1=CC=CC=C1 3-(4-methoxyphenyl)-1-phenylpropan-2-en-1-one O-acetyl oxime